4-hydroxymethylisocoumarin OCC1=COC(=O)C2=CC=CC=C12